C(CCC)N(C(CCCC(=O)O)=O)CCCC 5-(dibutylamino)-5-oxopentanoic acid